(6S,8R)-6-(6-bromo-4-methoxypyridin-3-yl)-7-((1-fluorocyclopropyl)methyl)-8-methyl-2-(tetrahydro-2H-pyran-2-yl)-6,7,8,9-tetrahydro-2H-pyrazolo[4,3-f]isoquinoline BrC1=CC(=C(C=N1)[C@H]1N([C@@H](CC=2C=3C(C=CC12)=NN(C3)C3OCCCC3)C)CC3(CC3)F)OC